2,4-dichloro-5-(4-toluenesulfonyl)-5H-pyrrolo[3,2-d]pyrimidine ClC=1N=C(C2=C(N1)C=CN2S(=O)(=O)C2=CC=C(C)C=C2)Cl